methyl-acetamide ethyl-6-(4-fluorophenyl)-2,4-dioxohexanoate C(C)OC(C(CC(CCC1=CC=C(C=C1)F)=O)=O)=O.CCC(=O)N